N-(4-chloro-2-methylpyridin-3-yl)-5-fluoro-4-(3-oxo-6,7-dihydro-3H,5H-[1,2,4]triazolo[3,4-c][1,4]oxazepine-2(9H)-yl)-2-{[(2S)-1,1,1-trifluoropropan-2-yl]oxy}benzamide ClC1=C(C(=NC=C1)C)NC(C1=C(C=C(C(=C1)F)N1N=C2COCCCN2C1=O)O[C@H](C(F)(F)F)C)=O